6-chloro-N-[2-(2,4-dimethylphenyl)ethyl]-2-fluoro-3-[3-(trifluoro-methyl)phenoxy]pyridine-4-carboxamide ClC1=CC(=C(C(=N1)F)OC1=CC(=CC=C1)C(F)(F)F)C(=O)NCCC1=C(C=C(C=C1)C)C